(S)-8-Fluoro-2-isopropyl-3-methyl-6-(4,4,5,5-tetramethyl-1,3,2-dioxaborolan-2-yl)-3,4-dihydro-5-oxa-1,2a-diazaacenaphthylene FC1=CC(=C2OC[C@@H](N3C(=NC1=C32)C(C)C)C)B3OC(C(O3)(C)C)(C)C